17-fluoro-5-(3-(2-hydroxy-2-methylethyl)-4-methylpiperazin-1-yl)-7,11-dioxa-20,23,24-triazapentacyclo[17.5.2.12,6.013,18.022,25]heptacosa-1(24),2,4,6(27),13(18),14,16,19,21,25-decaene FC1=CC=CC=2COCCCOC=3C(=CC=C(C4=NNC5=CN=C(C12)C=C45)C3)N3CC(N(CC3)C)CC(C)O